6-((2-fluorobenzyl)oxy)-2-methylindolizine-3-carboxylate FC1=C(COC2=CN3C(=C(C=C3C=C2)C)C(=O)[O-])C=CC=C1